1-methyl-2-(3-methylpyridin-2-yl)-1H-imidazole-4-carboxylic acid CN1C(=NC(=C1)C(=O)O)C1=NC=CC=C1C